tert-butyl 4-[4-(4-benzyloxy-2-fluoro-phenyl)piperidine-1-carbonyl]piperidine-1-carboxylate C(C1=CC=CC=C1)OC1=CC(=C(C=C1)C1CCN(CC1)C(=O)C1CCN(CC1)C(=O)OC(C)(C)C)F